C(C1=CC=CC=C1)OC=1C(=C(C=CC1OC)CC=O)Br 2-(3-(benzyloxy)-2-bromo-4-methoxyphenyl)acetaldehyde